CC(C)(CCNC=1C=NN(C1)C)O 2-methyl-4-[(1-methylpyrazol-4-yl)amino]butan-2-ol